(S)-6-(3-(methoxymethyl)morpholino)quinoline-4-carboxylic acid tert-butyl ester C(C)(C)(C)OC(=O)C1=CC=NC2=CC=C(C=C12)N1[C@H](COCC1)COC